N1=CN=C(C2=C1NC=C2)N2C[C@H]1CC[C@@H](C2)N1C([C@H](CNC(C)C)C1=CC=C(C=C1)Cl)=O (S)-1-((1R,5S)-3-(7H-pyrrolo[2,3-d]pyrimidin-4-yl)-3,8-diazabicyclo[3.2.1]octan-8-yl)-2-(4-chlorophenyl)-3-(isopropylamino)propan-1-one